Glyoxylic acid copper [Cu].C(C=O)(=O)O